4-phenyl-2-(tert-butoxycarbonyl)amino-5-oxo-hexanoic acid isopropyl ester C(C)(C)OC(C(CC(C(C)=O)C1=CC=CC=C1)NC(=O)OC(C)(C)C)=O